N1C=C(N2N=CC=C21)C(=O)N 1H-imidazo[1,2-b]Pyrazole-3-carboxamide